NC1=CC=C(C=C1)S(=O)(=O)NNC(=O)N1CCNCC1 4-Amino-N'-(piperazine-1-carbonyl)benzenesulfonohydrazide